C(C=C)(=O)OCCCN(CCC(=O)NC(CS(=O)(=O)[O-])(C)C)C 2-(3-((2-(acryloyloxy) ethyl) dimethylamino) propanamido)-2-methylpropane-1-sulfonate